CC(C(=O)OCC1=CC=CC=C1)=C benzyl alcohol (methyl)acrylate